ClC=1C=C(C=C(C1)Cl)C1=NC(=CC(=C1)CN1CCC(CC1)CCO)OC=1N=NC(=CC1)N1CCN(CC1)C 2-(1-((2-(3,5-dichlorophenyl)-6-((6-(4-methylpiperazin-1-yl)pyridazin-3-yl)oxy)pyridin-4-yl)methyl)piperidin-4-yl)ethanol